ClC=1C=C(C=CC1)[C@@](CNC(CCC(C(C)(C)C)O)=O)(C)OC N-[(2R)-2-(3-chlorophenyl)-2-methoxy-propyl]-4-hydroxy-5,5-dimethyl-hexanamide